C1CCC2=C(C=CC=C12)C1=C(C=C2C(=N1)C(=NN2CC2=CC=C(C=C2)OC)C=2C=CC(=NC2)N2CC(C2)N(C(OC(C)(C)C)=O)C)OC tert-butyl (1-(5-(5-(2,3-dihydro-1H-inden-4-yl)-6-methoxy-1-(4-methoxybenzyl)-1H-pyrazolo[4,3-b]pyridin-3-yl)pyridin-2-yl)azetidin-3-yl)(methyl)carbamate